ClC=1C=C(CN(C23CC(C2)(C3)[C@@H](C(=O)NC3=CC=C(C=C3)F)C)C)C=CC1 (S)-2-(3-((3-chlorobenzyl)(methyl)amino)bicyclo[1.1.1]pentan-1-yl)-N-(4-fluorophenyl)propanamide